nickel monohydrate O.[Ni]